7-(cyclopenten-1-yl)-2-[3-(6-methyl-2-pyridyl)-1H-pyrazol-4-yl]-1,5-naphthyridine C1(=CCCC1)C1=CN=C2C=CC(=NC2=C1)C=1C(=NNC1)C1=NC(=CC=C1)C